ClC=1N=C(C(=NC1)C(=O)[O-])C 5-chloro-3-methyl-pyrazine-2-carboxylate